ClC=1SC(=CN1)C[N+]1=C2N(C(C(=C1)C=O)=O)C=CC=C2 1-((2-chlorothiazol-5-yl)methyl)-3-formyl-4-oxo-4H-pyrido[1,2-a]pyrimidinium